FC(C1=NC=CC(=N1)CC1CC2(CN(C2)C(=O)N2C[C@@H]3[C@@H](OCC(N3)=O)CC2)C1)(F)F (4aR,8aS)-6-[6-[[2-(trifluoromethyl)pyrimidin-4-yl]methyl]-2-azaspiro[3.3]heptane-2-carbonyl]-4,4a,5,7,8,8a-hexahydropyrido[4,3-b][1,4]oxazin-3-one